C(C)N1C(C2=C(C=C1)N(N=C2NC2=CC(=NC=C2C(=O)NC([2H])([2H])[2H])NC2=NN(C=C2)C)C)=O 4-((5-Ethyl-1-methyl-4-oxo-4,5-dihydro-1H-pyrazolo[4,3-c]pyridin-3-yl)amino)-N-(methyl-d3)-6-((1-methyl-1H-pyrazol-3-yl)amino)nicotinamide